CC=1NC(=NN1)C1=CC(=C(C=C1)C(=O)N1CCC(CC1)C(F)(F)F)C1=NC(=CC(=N1)C)C(F)(F)F [4-(5-methyl-4H-1,2,4-triazol-3-yl)-2-[4-methyl-6-(trifluoromethyl)pyrimidin-2-yl]phenyl]-[4-(trifluoromethyl)-1-piperidyl]methanone